(S)-N2-(3,3-difluorocyclopentyl)-N4-(2-(trifluoromethyl)pyridin-4-yl)-6-(2-(trifluoromethyl)pyrimidin-4-yl)-1,3,5-triazine-2,4-diamine FC1(C[C@H](CC1)NC1=NC(=NC(=N1)NC1=CC(=NC=C1)C(F)(F)F)C1=NC(=NC=C1)C(F)(F)F)F